FC1(CCC(CC1)CN1N=C(C(=C1C(=O)NC=1C=C(C(=O)N)C(=CN1)F)C(F)(F)F)C)F 2-(1-((4,4-difluorocyclohexyl)methyl)-3-methyl-4-(trifluoromethyl)-1H-pyrazole-5-carboxamido)-5-fluoroisonicotinamide